C(C)(=O)[O-].[Cu+2].C(C)(=O)[O-] Copper Acetate Salt